FC(CC)(F)C1=C(O[C@H](C(=O)O)C)C=C(C(=C1)F)F (2S)-2-[2-(1,1-difluoropropyl)-4,5-difluorophenoxy]propionic acid